1,1-bis[4-(3-aminophenoxy)phenyl]propane NC=1C=C(OC2=CC=C(C=C2)C(CC)C2=CC=C(C=C2)OC2=CC(=CC=C2)N)C=CC1